C12CN(CC(CC1)N2)C2=C1C(N(C(C1=CC=C2)=O)N2C(NC(CC2)=O)=O)=O (3,8-diazabicyclo[3.2.1]oct-3-yl)-2-(2,4-dioxotetrahydropyrimidin-1(2H)-yl)isoindoline-1,3-dione